5-(4-(5-(7-fluoro-1-oxo-1,2-dihydroisoquinolin-3-yl)tetrahydro-2H-pyran-3-yl)piperazin-1-yl)-N-methylpicolinamide FC1=CC=C2C=C(NC(C2=C1)=O)C1CC(COC1)N1CCN(CC1)C=1C=CC(=NC1)C(=O)NC